2-(2-((3R,4R)-3-Amino-4-fluoropiperidin-1-yl)-6-(trifluoromethyl)-1H-benzo[d]imidazol-1-yl)-N,N-dimethylacetamid N[C@@H]1CN(CC[C@H]1F)C1=NC2=C(N1CC(=O)N(C)C)C=C(C=C2)C(F)(F)F